OC(C)(C)C=1C(NC=C(C1)Cl)=O 3-(2-hydroxypropan-2-yl)-5-chloropyridin-2(1H)-one